COC1=CC(=NC=C1)S(=O)(=N[Si](C)(C)C)C (4-methoxypyridin-2-yl)(methyl)((trimethylsilyl)imino)-λ6-sulfanone